C1(CC1)NC(=O)C1=CC=C(C=C1)S(=O)(=O)NC(C1=C(C=CC=C1)OCC)=O N-[4-(cyclopropylcarbamoyl)phenylsulfonyl]-2-ethoxybenzamide